(4,7-dibutoxy-1-naphthyl)tetrahydrothiophene C(CCC)OC1=CC=C(C2=CC(=CC=C12)OCCCC)C1SCCC1